C12OCC(N(C1)S(=O)(=O)C1=CC3=C(N=C(N=C3N[C@H](C)C3=C(C(=CC=C3)C(F)F)F)C)C=N1)C2 6-((2-oxa-5-azabicyclo[2.2.1]heptan-5-yl)sulfonyl)-N-((R)-1-(3-(difluoromethyl)-2-fluorophenyl)ethyl)-2-methylpyrido[3,4-d]pyrimidin-4-amine